C(C)(C)(C)OC(=O)N1CC2(CC(C2)N)CC1 6-t-butoxycarbonyl-2-amino-6-azaspiro[3.4]octane